trimethylsilyl malate C(C(O)CC(=O)[O-])(=O)O[Si](C)(C)C